CC=1C(=C(C(=C(C1)C(=O)[O-])C)C)C tetramethylbenzeneAt